N(=[N+]=[N-])[C@H]1[C@H](N(CC1)C([2H])([2H])C1=CC=CC=C1)C (2R,3R)-3-azido-2-methyl-1-(phenylmethyl-d2)pyrrolidine